4-(2-{[(2r,7as)-2-fluoro-hexahydro-1H-pyrrolizin-7a-yl]methoxy}-8-fluoro-4-(morpholin-4-yl)pyrido[4,3-d]pyrimidin-7-yl)-5-ethynyl-6-fluoronaphthalen-2-ol F[C@@H]1C[C@@]2(CCCN2C1)COC=1N=C(C2=C(N1)C(=C(N=C2)C2=CC(=CC1=CC=C(C(=C21)C#C)F)O)F)N2CCOCC2